(3R)-3-amino-7-[5-(1-aminocyclohexyl)-1,3,4-oxadiazol-2-yl]-1,1-dioxo-5-[[4-(trifluoromethoxy)phenyl]methyl]-2,3-dihydro-1lambda6,5-benzothiazepin-4-one N[C@H]1CS(C2=C(N(C1=O)CC1=CC=C(C=C1)OC(F)(F)F)C=C(C=C2)C=2OC(=NN2)C2(CCCCC2)N)(=O)=O